ON(C1=CC=C(C=C1)C)O N,N-dihydroxyl-p-toluidine